4-cyclopropyl-3-(N-(2-(5-cyclopropylthiophen-2-yl)-5-(trifluoromethyl)phenyl)-sulfamoyl)benzoic acid C1(CC1)C1=C(C=C(C(=O)O)C=C1)S(NC1=C(C=CC(=C1)C(F)(F)F)C=1SC(=CC1)C1CC1)(=O)=O